4-[(2-cyanoethyl)amino]-2-[(1-methyl-1H-pyrazol-4-yl)amino]pyrimidin C(#N)CCNC1=NC(=NC=C1)NC=1C=NN(C1)C